1-((3-(2-methylpyridin-4-ylethynyl)pyridin-4-yl)mercapto)-1-cyclobutanepropionic acid CC1=NC=CC(=C1)C#CC=1C=NC=CC1SC1(CCC1)CCC(=O)O